CC=1C2=C(N=C(N1)SC)N(C(=C2)C#N)C2COCC2CC methyl-7-(4-ethyltetrahydrofuran-3-yl)-2-(methylthio)-7H-pyrrolo[2,3-d]pyrimidine-6-carbonitrile